N-[4-amino-1-(2-trimethylsilylethoxymethyl)pyrazolo[4,3-c]pyridin-7-yl]-2-oxo-2-[rac-(2R,5S)-2-(3-methoxyphenyl)-5-methyl-1-piperidyl]acetamide NC1=NC=C(C2=C1C=NN2COCC[Si](C)(C)C)NC(C(N2[C@H](CC[C@@H](C2)C)C2=CC(=CC=C2)OC)=O)=O |r|